CC(C)CCCC[C@@H]1[C@H](CC=CCCCCCCC)O1 (7R,8S)-7,8-epoxy-2-methyl-10-octadecene